CCN(CC)CCCC(C)NC1=NC(=CC(=N1)NC2=CC3=C(C=C(N=C3C=C2)C)N)C.Cl.Cl.Cl The molecule is a hydrochloride resulting from the formal reaction of NSC 23766 with 3 mol eq. of hydrogen chloride. An inhibitor of the signalling G-protein known as RAC1 (Ras-related C3 botulinum toxin substrate 1). It has a role as an EC 3.6.5.2 (small monomeric GTPase) inhibitor, an antiviral agent, an apoptosis inducer and a muscarinic antagonist. It contains a NSC 23766.